N,N',N'',N'''-tetra-tert-butylsilanetetraamine C(C)(C)(C)N[Si](NC(C)(C)C)(NC(C)(C)C)NC(C)(C)C